ethyl (2-butoxy) phthalate C(C=1C(C(=O)OOC(C)CC)=CC=CC1)(=O)OCC